1-[4-[(R)-amino(4,5-dichloro-2-hydroxyphenyl)methyl]piperidin-1-yl]-2-(1H-pyrazol-4-yl)ethan-1-one N[C@H](C1CCN(CC1)C(CC=1C=NNC1)=O)C1=C(C=C(C(=C1)Cl)Cl)O